(E)-2-(3-bromo-2,4-difluorobenzylidene)-1-methylhydrazin-1-ium chloride [Cl-].BrC=1C(=C(\C=N\[NH2+]C)C=CC1F)F